C1OC=CC2=CC=CC=C12 1H-isochromene